CN1N=CC(=C1)C1=NC=C(C=N1)C#N 1-methyl-1H-pyrazol-4-ylpyrimidine-5-carbonitrile